2-methylamino-1-(3,4-ethylenedioxyphenyl)pentane CNC(CC1=CC2=C(C=C1)OCCO2)CCC